(1S,5R,6S)-5-(pentane-3-yloxy)-7-oxabicyclo[4.1.0]hept-3-ene-3-carboxylic acid ethyl ester C(C)OC(=O)C=1C[C@@H]2O[C@@H]2[C@@H](C1)OC(CC)CC